(2S)-2-(4-bromo-2-fluorophenoxy)-N-(cyclopropanesulfonyl)propenamide BrC1=CC(=C(OC(C(=O)NS(=O)(=O)C2CC2)=C)C=C1)F